C(CC)OC1=NC=CC=C1 2-(n-propoxy)pyridine